BrC=1C=C(C=C(C1)F)CNC 1-(3-bromo-5-fluorophenyl)-N-methyl-methylamine